6-(2,3-Dihydro-1H-inden-5-yl)-N-[(1R)-1-(4-fluorophenyl)ethyl]-4-oxo-4,5-dihydropyrazolo[1,5-a]-pyrazine-2-carboxamide C1CCC2=CC(=CC=C12)C=1NC(C=2N(C1)N=C(C2)C(=O)N[C@H](C)C2=CC=C(C=C2)F)=O